2-(2-Cyanophenyl)-9-cyclopropyl-6-oxo-7-phenyl-2,3,4,6-tetrahydropyrido[2,1-b][1,3]thiazine-4-carboxylic acid C(#N)C1=C(C=CC=C1)C1CC(N2C(S1)=C(C=C(C2=O)C2=CC=CC=C2)C2CC2)C(=O)O